17-bromoheptadec-6,9-diene BrCCCCCCCC=CCC=CCCCCC